S(=O)(=O)(C1=CC=C(C)C=C1)N[C@@H](CCC(=O)[O-])C(=O)[O-] tosyl-L-glutamate